ClC1=C(C=CC=C1NC(=O)C=1SC=2CNCCC2N1)C1=C(C(=CC=C1)OC)F N-(2-chloro-2'-fluoro-3'-methoxybiphenyl-3-yl)-4,5,6,7-tetrahydro[1,3]thiazolo[5,4-c]pyridine-2-carboxamide